2-(3-((2-methoxy-4-(methylsulfonyl)phenyl)amino)prop-1-yn-1-yl)-N-((1S,4S)-4-(3-(methylsulfonyl)azetidin-1-yl)cyclohexyl)-1-(2,2,2-trifluoroethyl)-1H-indol-4-amine COC1=C(C=CC(=C1)S(=O)(=O)C)NCC#CC=1N(C=2C=CC=C(C2C1)NC1CCC(CC1)N1CC(C1)S(=O)(=O)C)CC(F)(F)F